monoethyl malonate, sodium salt [Na+].C(CC(=O)[O-])(=O)OCC